[Cu].[Ge] germanium-copper